N1(CCCC=C1)C(=O)OCC1=CC=CC=C1 benzyl 3,4-dihydropyridine-1(2H)-carboxylate